(2R)-2-methoxy-2-[3-(3-methoxyazetidin-1-yl)phenyl]-N-[5-[[(3R)-1-(6-methylpyridazin-3-yl)pyrrolidin-3-yl]amino]-1,3,4-thiadiazol-2-yl]acetamide CO[C@@H](C(=O)NC=1SC(=NN1)N[C@H]1CN(CC1)C=1N=NC(=CC1)C)C1=CC(=CC=C1)N1CC(C1)OC